CC1=NC=CC(=N1)B(O)O 2-methylpyrimidine-4-boronic acid